1-(1-(2-aminothiazol-5-yl)-2-methoxyethyl)-5-chloropyridin-2(1H)-one hydrochloride Cl.NC=1SC(=CN1)C(COC)N1C(C=CC(=C1)Cl)=O